COC1=CC=C(C=2OC3=CC(=CC(=C3C(C2)=O)O)OC)C=C1 4',7-dimethoxy-5-hydroxyflavone